COC1=C(CNS(=O)(=O)C=2C=C(C=CC2N2N=CC(=C2)CC(F)(F)F)NC(CC2=C(C=CC=C2)F)=O)C=CC(=C1)OC N-{3-[(2,4-dimethoxybenzyl)sulfamoyl]-4-[4-(2,2,2-trifluoroethyl)-1H-pyrazol-1-yl]phenyl}-2-(2-fluorophenyl)acetamide